O1C(=NC2=C1C=CC=C2)C=2N=C(N(C(C2O)=O)C)N2[C@@H](C1=CC=C(C=C1CC2)C(=O)O)C2=CC=CC=C2 (1R)-2-[4-(1,3-benzoxazol-2-yl)-5-hydroxy-1-methyl-6-oxopyrimidin-2-yl]-1-phenyl-3,4-dihydro-1H-isoquinoline-6-carboxylic acid